1-(4-((5-fluoro-4-(3-(2-oxo-1,2-dihydropyridin-3-yl)phenyl)pyrimidin-2-yl)amino)cyclohexane-1-carbonyl)piperidin FC=1C(=NC(=NC1)NC1CCC(CC1)C(=O)N1CCCCC1)C1=CC(=CC=C1)C=1C(NC=CC1)=O